germanium oxytelluride O=[Te].[Ge]